[S+].S(=O)(=O)([O-])[O-].[NH4+].CC1=CC=C(C=C1)S(=O)(=O)NC(CCC)C1=NC2=CC=CC=C2N(C1=O)C 4-methyl-N-(1-(4-methyl-3-oxo-3,4-dihydroquinoxalin-2-yl)butyl)benzenesulfonamide Ammonium sulfate Sulfur